6-methyl-N-[rac-1-(aminooxymethyl)-2-(2,4-dimethylphenoxy)ethyl]-3-[3-(trifluoro-methyl)phenoxy]pyridazine-4-carboxamide CC1=CC(=C(N=N1)OC1=CC(=CC=C1)C(F)(F)F)C(=O)N[C@H](COC1=C(C=C(C=C1)C)C)CON |r|